C(#N)C1=CC(=C(COC2=CC=CC(=N2)C2CCN(CC2)CC2=NC3=C(N2C)C=C(C=C3OC(F)F)C(=O)O)C=C1)F 2-((4-(6-((4-Cyano-2-fluorobenzyl)oxy)pyridin-2-yl)piperidin-1-yl)methyl)-4-(difluoromethoxy)-1-methyl-1H-benzo[d]imidazole-6-carboxylic acid